2-[4-[4-[(2,6-dioxo-3-piperidyl)amino]phenyl]-1-piperidyl]acetic acid hydrochloride Cl.O=C1NC(CCC1NC1=CC=C(C=C1)C1CCN(CC1)CC(=O)O)=O